BrC1=CC=C(CNC(C(C)(C)C)=O)C=C1 N-(4-bromobenzyl)pivalamide